(4-((3-Methyl-4-((1-methyl-1H-benzimidazol-5-yl)oxy)phenyl)amino)pyrimidine-5-carbonyl)serine CC=1C=C(C=CC1OC1=CC2=C(N(C=N2)C)C=C1)NC1=NC=NC=C1C(=O)N[C@@H](CO)C(=O)O